(3-methoxy-5-vinylphenyl)-1-methyl-1H-1,2,4-triazole COC=1C=C(C=C(C1)C=C)C1=NN(C=N1)C